ClC1=NC(=C(C(=N1)NCC1=C(C=C(C=C1)OC)OC)[N+](=O)[O-])C 2-Chloro-N-(2,4-dimethoxybenzyl)-6-methyl-5-nitro-4-pyrimidineamine